tert-butyl (2S)-2-[({4-[3-(3-chlorophenyl)-1H-pyrrolo[3,2-b]pyridin-2-yl]pyridin-3-yl}oxy)methyl]pyrrolidine-1-carboxylate ClC=1C=C(C=CC1)C1=C(NC=2C1=NC=CC2)C2=C(C=NC=C2)OC[C@H]2N(CCC2)C(=O)OC(C)(C)C